N[C@@H]1CCC2=CC(=CC=C12)C(=O)OC methyl (R)-1-amino-2,3-dihydro-1H-indene-5-carboxylate